7-(4-(dipropylamino) butyl)-7-hydroxytridecane-1,13-diyl dioleate C(CCCCCCC\C=C/CCCCCCCC)(=O)OCCCCCCC(CCCCCCOC(CCCCCCC\C=C/CCCCCCCC)=O)(O)CCCCN(CCC)CCC